C(C)B(CC)CC triethylboron